C(C1=CC=CC=C1)N1C2=NC=NC(=C2N=C1C1=C(C=C(OCCN)C=C1)Cl)OC1(CC1)C 2-(4-(9-benzyl-6-(1-methylcyclopropoxy)-9H-purin-8-yl)-3-chlorophenoxy)ethan-1-amine